C1(CC1)C1=C(C(=NO1)C1=C(C=CC=C1F)F)C1=CC2(C1)CCN(CC2)C=2C=C1C=CC(=NC1=CC2)C(=O)O 6-(2-(5-cyclopropyl-3-(2,6-difluorophenyl)isoxazol-4-yl)-7-azaspiro[3.5]non-1-en-7-yl)quinoline-2-carboxylic acid